N-[3-[(2,3-dihydroxypropyl)(3-octyloxypropyl)amino]propyl]myristamide OC(CN(CCCNC(CCCCCCCCCCCCC)=O)CCCOCCCCCCCC)CO